6-bromo-2,5-dimethyl-4,5-dihydro-[1,2,4]triazolo[4,3-a]quinoxalin-1(2H)-one BrC1=C2N(CC=3N(C2=CC=C1)C(N(N3)C)=O)C